5-amino-2-(dimethylamino)-N-(1-(3-(thiazol-2-yl)phenyl)ethyl)benzamide NC=1C=CC(=C(C(=O)NC(C)C2=CC(=CC=C2)C=2SC=CN2)C1)N(C)C